ClC=1N(NC2=CC=CC=C2C1Cl)[2H] 3,4-dichlorocinnoline-2-d